(z)-2-acetamido-3-phenylacrylate C(C)(=O)N\C(\C(=O)[O-])=C/C1=CC=CC=C1